P(=O)(O)(O)O.C(C)[Ag]CC diethylsilver phosphate